FC1(CC(C1)C1=NN(C(=C1C1=CC=CC=C1)NC(OCC(F)F)=O)C)F 2,2-difluoroethyl (3-(3,3-difluorocyclobutyl)-1-methyl-4-phenyl-1H-pyrazol-5-yl)carbamate